[6-[3-(1-hydroxycyclopropyl)-1,2,4-triazol-1-yl]-2-azaspiro[3.3]heptan-2-yl]-[6-[[3-methylsulfonyl-5-(trifluoromethyl)phenyl]methyl]-2-azaspiro[3.3]heptan-2-yl]methanone OC1(CC1)C1=NN(C=N1)C1CC2(CN(C2)C(=O)N2CC3(C2)CC(C3)CC3=CC(=CC(=C3)C(F)(F)F)S(=O)(=O)C)C1